C(C)(C)(C)N(C(O)=O)S(NCCCCNC1=NC=NC2=CC(=C(C=C12)OC)O)(=O)=O tert-butyl-(N-(4-((7-hydroxy-6-methoxyquinazolin-4-yl)amino)butyl)sulfamoyl)carbamic acid